FC1=C(C=CC(=C1)OC1=NN(C=C1)C=1C=NC(=C(C1)F)C)NC1=NC=NC2=CC(=C(C=C12)NC1CCN(CC1)C(C=C)=O)OCCN1CCOCC1 1-(4-((4-((2-fluoro-4-((1-(5-fluoro-6-methylpyridin-3-yl)-1H-pyrazol-3-yl)oxy)phenyl)amino)-7-(2-morpholinoethoxy)quinazolin-6-yl)amino)piperidin-1-yl)prop-2-en-1-one